5-amino-3-bromo-1-[(1S)-2,2,2-trifluoro-1-methyl-ethyl]pyrazole-4-carbonitrile NC1=C(C(=NN1[C@H](C(F)(F)F)C)Br)C#N